1-{[(4-methoxybenzyl)(4-dimethylaminobenzyl)amino]carbonyloxymethoxymethoxy}-5-{[(4-methoxybenzyl)(4-dimethylaminobenzyl)amino]carbonyloxymethoxymethoxy}-3-(dimethylamino)pentane COC1=CC=C(CN(C(=O)OCOCOCCC(CCOCOCOC(=O)N(CC2=CC=C(C=C2)N(C)C)CC2=CC=C(C=C2)OC)N(C)C)CC2=CC=C(C=C2)N(C)C)C=C1